N-(4-{[6-(5-chloro-2-fluorophenyl)-3-{[(1s,3s)-3-hydroxycyclobutyl]methoxy}pyridazin-4-yl]amino}pyridin-2-yl)-3-(4-methylpiperazin-1-yl)propanamide ClC=1C=CC(=C(C1)C1=CC(=C(N=N1)OCC1CC(C1)O)NC1=CC(=NC=C1)NC(CCN1CCN(CC1)C)=O)F